2,6-bis(propan-2-yl)aniline CC(C)C1=C(N)C(=CC=C1)C(C)C